[Br-].NCCC[N+](C)(C)C[C@H](COCCCCCCCC\C=C/CCCC)OCCCCCCCC\C=C/CCCC |r| (+-)-N-(3-aminopropyl)-N,N-dimethyl-2,3-bis(cis-9-tetradecenyloxy)-1-propylaminium bromide